OC1=C(C=NNC(C2=CC=CC=C2)=O)C=CC(=C1O)O 2,3,4-trihydroxybenzylidenebenzoyl-hydrazine